C(C)OC(C(C(=O)C1=CC=C(C=C1)S(=O)(=O)C)N)=O 2-amino-3-[4-(methylsulfonyl)phenyl]-3-oxopropanoic acid ethyl ester